FC1=C(C=CC=2N(C(N(C21)C)=O)C2C(NC(CC2)=O)=O)N2[C@H](CNCC2)C 3-[4-fluoro-3-methyl-5-[(2S)-2-methylpiperazin-1-yl]-2-oxo-benzimidazol-1-yl]piperidine-2,6-dione